CN1C(=NN=C1)S[C@@H](C)C1=CC(=NC=C1)N1C(C2=CC=CC(=C2C1)C(F)(F)F)=O (S)-(4-(1-((4-methyl-4H-1,2,4-triazol-3-yl)thio)ethyl)pyridin-2-yl)-4-(trifluoromethyl)isoindolin-1-one